4-((1-ethyl-1H-pyrazol-4-yl)sulfonyl)-1-isobutylpiperazin C(C)N1N=CC(=C1)S(=O)(=O)N1CCN(CC1)CC(C)C